3-methyl-6-(pyrimidin-2-ylamino)pyridine CC=1C=NC(=CC1)NC1=NC=CC=N1